C(C)(C)(C)N1N=CC(=C1)C(=O)N 1-(tert-butyl)-1H-pyrazole-4-carboxamide